(2-(4,4-difluoropiperidin-1-yl)-6-methylpyrimidin-4-yl)-4-(2-hydroxyethylsulfonylamino)-2-(6-azaspiro[2.5]oct-6-yl)-1-naphthamide FC1(CCN(CC1)C1=NC(=CC(=N1)C=1C(=C(C2=CC=CC=C2C1NS(=O)(=O)CCO)C(=O)N)N1CCC2(CC2)CC1)C)F